tert-butyl (2R,3S,4S)-3-(acetyloxy)-2-[(4-bromophenyl) methyl]-4-hydroxypyrrolidine-1-carboxylate C(C)(=O)O[C@H]1[C@H](N(C[C@@H]1O)C(=O)OC(C)(C)C)CC1=CC=C(C=C1)Br